3-carbonyl-glutaronitrile C(=O)=C(CC#N)CC#N